C(CCCCCC=CCCCCCCCC)(=O)OC 7-Hexadecenoic acid, methyl ester